BrC1=CC(=NC=N1)NCC1=NN2C(C=C(C=C2CCC(=O)OCC)C2CC2)=C1 ethyl 3-(2-(((6-bromopyrimidin-4-yl)amino)methyl)-5-cyclopropylpyrazolo[1,5-a]pyridin-7-yl)propanoate